CC(C(C(=O)O)N1C(C2(CN(C2)C(=O)C2[N@@](C2)C(C2=CC=CC=C2)(C2=CC=CC=C2)C2=CC=CC=C2)CC1)=O)C 3-methyl-2-(5-oxo-2-((R)-1-tritylaziridine-2-carbonyl)-2,6-diazaspiro[3.4]octan-6-yl)butanoic acid